2-Fluoro-5-(5-(1-(methyl-sulfonyl)piperidin-4-yl)-1H-indazol-1-yl)phenol FC1=C(C=C(C=C1)N1N=CC2=CC(=CC=C12)C1CCN(CC1)S(=O)(=O)C)O